BrC1=CC=CC(=N1)C(=O)NC1=NC=C(C=C1)[N+](=O)[O-] 6-bromo-N-(5-nitropyridin-2-yl)picolinamide